O1CCC(CC1)C1=C(C=CC=C1)C1CCN(CC1)C(=O)OC(C)(C)C tert-butyl 4-(2-(tetrahydro-2H-pyran-4-yl)phenyl)piperidine-1-carboxylate